2-((2-fluorophenyl)thio)aniline FC1=C(C=CC=C1)SC1=C(N)C=CC=C1